BrC1=CC=CC2=C1C=1C=NN(C1C=C2)C2OCCCC2 9-bromo-3-(tetrahydro-2H-pyran-2-yl)-3H-benzo[e]indazole